C1(CC1)S(=O)(=O)NC1=CN=CC(=N1)C(C(=O)NC1=NC=C(C=C1)C1=NC(=CN=C1)OCC)CC 2-(6-(cyclopropanesulfonylamino)pyrazin-2-yl)-N-(5-(6-ethoxypyrazin-2-yl)pyridin-2-yl)butyramide